O1CCC(=CC1)C=1C=2N(N=C(C1)C=1C(=CC(=C(N)C1)F)C)C=CN2 5-[8-(3,6-dihydro-2H-pyran-4-yl)imidazo[1,2-b]pyridazin-6-yl]-2-fluoro-4-methylaniline